tert-Butyl ((7-((diphenylmethylene)amino)-2-methylbenzofuran-3-yl)methyl)(methyl)carbamate C1(=CC=CC=C1)C(C1=CC=CC=C1)=NC1=CC=CC=2C(=C(OC21)C)CN(C(OC(C)(C)C)=O)C